4-(2,6-dimethyl-phenoxy)-3,5,6-trichloro-phthalonitrile CC1=C(OC=2C(=C(C(C#N)=C(C2Cl)Cl)C#N)Cl)C(=CC=C1)C